ClC1=C(C=C(CN(C2(CCNCC2)C)C)C=C1)N1CC2C(C1)COC2 N-(4-chloro-3-(tetrahydro-1H-furo[3,4-c]pyrrol-5(3H)-yl)benzyl)-N,4-dimethylpiperidin-4-amine